(S)-N-((S)-1-(2,4-difluorophenyl)ethyl)-2-(2,4-dioxo-1,4-dihydroquinazolin-3(2H)-yl)-4-methylpentanamide FC1=C(C=CC(=C1)F)[C@H](C)NC([C@H](CC(C)C)N1C(NC2=CC=CC=C2C1=O)=O)=O